BrC=1C=C(C=CC1O)C1=NNC(O[C@H]1C)=O (S)-5-(3-bromo-4-hydroxyphenyl)-6-methyl-3,6-dihydro-2H-1,3,4-oxadiazin-2-one